(2Z)-2-[(4-oxo-4H-1-benzopyran-3-yl)methylene]hydrazinecarbothioamide copper [Cu].O=C1C(=COC2=C1C=CC=C2)\C=N/NC(N)=S